[Cl-].[Cl-].C[Zr-6](C1C=CC2=C(C=CC=C12)Br)(C1C=C(C=C1)CCCC)(=[SiH2])(=[SiH2])(C)(C)C Tetramethyldisilylene(3-n-butyl-cyclopentadienyl)(4-bromo-indenyl)zirconium(IV) dichloride